ClC1=NC=C(C(=N1)OCC1=CC=C(C=C1)C=1N(C=C(N1)C(F)(F)F)C)OC(F)F 2-chloro-5-(difluoromethoxy)-4-((4-(1-methyl-4-(trifluoromethyl)-1H-imidazol-2-yl)benzyl)oxy)pyrimidine